4-Cyclopentyl-6-(2-(2-methylpyridin-4-yl)imidazo[1,2-a]pyrimidin-3-yl)-2H-benzo[b][1,4]oxazin-3(4H)-one C1(CCCC1)N1C2=C(OCC1=O)C=CC(=C2)C2=C(N=C1N2C=CC=N1)C1=CC(=NC=C1)C